COC1=NC=CC(=N1)C1=CC=C(C=C1)C(C)N1N=CC2=C(C=CC(=C12)C(=O)O)C#CC 1-(1-(4-(2-methoxypyrimidin-4-yl)phenyl)ethyl)-4-(propan-1-yn-1-yl)-1H-indazole-7-carboxylic acid